3-(3-(3-(5-chlorothien-2-yl)phenyl)acryloyl)-4-phenyloxazolidin-2-one ClC1=CC=C(S1)C=1C=C(C=CC1)C=CC(=O)N1C(OCC1C1=CC=CC=C1)=O